2-benzylpyrazolo[1,5-a]pyrimidine-6-carboxylic acid C(C1=CC=CC=C1)C1=NN2C(N=CC(=C2)C(=O)O)=C1